CC(C(=O)O)(\C=C\CC(=O)O)C1=CC(=CC=C1)C 2-methyl-2-(3-methyl-phenyl)trans-3-hexenedioic acid